OC1=NC=NC=C1N1N=C2C=3C=CN=C(CCCCC(C(NC2=C1)=O)C)C3 4-(4-hydroxypyrimidin-5-yl)-9-methyl-3,4,7,15-tetraazatricyclo[12.3.1.02,6]Octadec-1(18),2,5,14,16-pentaen-8-one